CCCCCCCCCCCCCCCCCCCC(=O)OC[C@H](COP(=O)(O)OCCN)OC(=O)CCCCCCCCCCCCCCC The molecule is a 1,2-diacyl-sn-glycero-3-phosphoethanolamine in which the 1- and 2-acyl groups are specified as icosanoyl (arachidoyl) and hexadecanoyl (palmitoyl) respectively. It has a role as a mouse metabolite and a rat metabolite. It is a phosphatidylethanolamine 36:0 and a 1,2-diacyl-sn-glycero-3-phosphoethanolamine. It derives from an icosanoic acid and a hexadecanoic acid.